N2-[2-(2,3-dichlorophenyl)ethyl]-N2-ethyl-6-(1H-indazol-6-yl)-1,3,5-triazine-2,4-diamine ClC1=C(C=CC=C1Cl)CCN(C1=NC(=NC(=N1)N)C1=CC=C2C=NNC2=C1)CC